3-(1,2,3,6-tetrahydropyridin-6-yl)pyridine dihydrochloride Cl.Cl.N1CCC=CC1C=1C=NC=CC1